N1(N=CC=C1)CC1=C(C=C(C(=O)NS(=O)(=O)C2=C(C(=CC=C2OC)Cl)OC)C=C1)OC 4-((1H-pyrazol-1-yl)methyl)-N-((3-chloro-2,6-dimethoxyphenyl)sulfonyl)-3-methoxybenzamide